(R)-3-methoxypyrrolidine-1-carboxylic acid CO[C@H]1CN(CC1)C(=O)O